N1C2=C(S[C@@H](C1)[C@@H](C1=CC=CC=C1)NCCC1=CC=C(C#N)C=C1)N=CC=C2 4-[2-[[(R)-[(3S)-2,3-dihydro-1H-pyrido[2,3-b][1,4]thiazin-3-yl]-phenyl-methyl]amino]ethyl]benzonitrile